(E)-3-(2,2-difluorobenzo[d][1,3]dioxol-5-yl)-1-(4-(2-morpholinopyrimidine-4-carbonyl)piperazin-1-yl)prop-2-en-1-one FC1(OC2=C(O1)C=CC(=C2)/C=C/C(=O)N2CCN(CC2)C(=O)C2=NC(=NC=C2)N2CCOCC2)F